tert-butyl-4-{4-[(1S)-1-({8-[(2S)-3-methylbutan-2-yl]-7-oxo-7,8-dihydropyrido[2,3-d]pyrimidin-2-yl}amino) ethyl]phenyl}-3,6-dihydropyridine-1(2H)-carboxylate C(C)(C)(C)OC(=O)N1CCC(=CC1)C1=CC=C(C=C1)[C@H](C)NC=1N=CC2=C(N1)N(C(C=C2)=O)[C@@H](C)C(C)C